O1C=COC(=C1)C(=O)O [1,4]Dioxin-5-carboxylic acid